N-(5-(azetidin-1-yl)pyridin-2-yl)-2-(4-(4-fluorophenyl)-1-(oxetan-3-yl)-1H-imidazol-5-yl)oxazole-4-carboxamide N1(CCC1)C=1C=CC(=NC1)NC(=O)C=1N=C(OC1)C1=C(N=CN1C1COC1)C1=CC=C(C=C1)F